(E)-3-(4-chlorobut-2-en-1-yl)-2-(1-ethyl-3-methyl-1H-pyrazole-5-carboxamido)-3H-imidazo[4,5-b]pyridine-6-carboxamide ClC/C=C/CN1C(=NC=2C1=NC=C(C2)C(=O)N)NC(=O)C2=CC(=NN2CC)C